ClC=1C=NC(=C(C(=O)N)C1)C 5-chloro-2-methylnicotinamide